N-tert-butyl-2-methoxy-5-(3-methylbut-2-enoyl)benzenesulfonamide C(C)(C)(C)NS(=O)(=O)C1=C(C=CC(=C1)C(C=C(C)C)=O)OC